(1r,4r)-4-((3-(4-(2-(2-aminopyridin-3-yl)-5-phenyl-3H-imidazo[4,5-b]pyridin-3-yl)-2-fluorophenyl)azetidin-1-yl)methyl)cyclohexane-1-carboxylic acid NC1=NC=CC=C1C1=NC=2C(=NC(=CC2)C2=CC=CC=C2)N1C1=CC(=C(C=C1)C1CN(C1)CC1CCC(CC1)C(=O)O)F